4-(benzylthio)-1-N,1-N-bis(2-methylpropyl)benzene-1,2-diamine C(C1=CC=CC=C1)SC=1C=C(C(=CC1)N(CC(C)C)CC(C)C)N